CC1=CC=C(C=C1)CNC(C(=C)C)=O N-(4-Methylphenyl)methylmethacrylamid